(5-(((1S,2S)-2-(3-azabicyclo[3.2.1]oct-3-yl)cyclopentyl)oxy)-1-oxoisoindolin-2-yl)piperidine-2,6-dione C12CN(CC(CC1)C2)[C@@H]2[C@H](CCC2)OC=2C=C1CN(C(C1=CC2)=O)N2C(CCCC2=O)=O